NC1=NN2C(C=C(C=C2)C=2C(=C(C(=O)NCC(C(O)C3=C(C=C(C=C3)F)F)(F)F)C(=CC2)Cl)F)=N1 3-(2-amino-[1,2,4]triazolo[1,5-a]pyridin-7-yl)-6-chloro-N-(3-(2,4-difluorophenyl)-2,2-difluoro-3-hydroxypropyl)-2-fluorobenzamide